ClC1=NC=NC2=CC(=CC(=C12)F)C=1C=NN(C1)C 4-chloro-5-fluoro-7-(1-methyl-1H-pyrazol-4-yl)quinazoline